C(C)(C)(C)ON=C(C1=CC=CC=C1)C1=CC=CC=C1 benzophenone O-(tert-butyl) oxime